BrC=1C=C(C=C(C1)Cl)C=1C=NC=CC1 3-(3-bromo-5-chlorophenyl)pyridine